O[C@@H]1C[C@H](N(C1)C([C@H](C(C)(C)C)NC(COCCOCCOCCOCCOCC(=O)N)=O)=O)C(NCC1=CC=C(C=C1)C1=C(N=CS1)C)=O N17-((S)-1-((2S,4R)-4-hydroxy-2-((4-(4-methylthiazol-5-yl)benzyl)carbamoyl)pyrrolidin-1-yl)-3,3-dimethyl-1-oxobutan-2-yl)-3,6,9,12,15-pentaoxaheptadecanediamide